N-(4-octyloxyphenyl)-7-methoxycoumarin-3-formamide C(CCCCCCC)OC1=CC=C(C=C1)NC(=O)C=1C(OC2=CC(=CC=C2C1)OC)=O